F[C@H]1[C@@H]([C@H]2CN[C@@H]1CC2)OC2=CC=C(N=N2)C2=C(C=C(C=C2)N2N=NC=C2)O 2-(6-(((1R,4R,5R,6R)-6-fluoro-2-azabicyclo[2.2.2]octan-5-yl)oxy)pyridazin-3-yl)-5-(1H-1,2,3-triazol-1-yl)phenol